N-(6-methoxy-1,2,3,4-tetrahydroisoquinolin-7-yl)-7-[5-(methylsulfonyl)pyridin-3-yl]quinazolin-2-amine COC=1C=C2CCNCC2=CC1NC1=NC2=CC(=CC=C2C=N1)C=1C=NC=C(C1)S(=O)(=O)C